C1=CC=CC2=CC3=CC=CC=C3C(=C12)C(=O)OC(=O)C=1C2=CC=CC=C2C=C2C=CC=CC12 anthracene-9-carboxylic anhydride